N-(2-(dimethylamino)ethyl)-6-[123I]iodopyridazine-3-carboxamide CN(CCNC(=O)C=1N=NC(=CC1)[123I])C